2-(2-((2-(aminomethyl)-6-methoxybenzo[d]thiazol-5-yl)oxy)ethoxy)-N,N-dimethylethan-1-amine hydrochloride Cl.NCC=1SC2=C(N1)C=C(C(=C2)OC)OCCOCCN(C)C